ClC=1C(=C(C=CC1)N1N(C(=C(C1=O)NC(C1=CC=C(C=C1)OC(F)F)=O)C1=C(C=C(C=C1F)OC)F)C)F N-[2-(3-chloro-2-fluorophenyl)-5-(2,6-difluoro-4-methoxyphenyl)-1-methyl-3-oxo-2,3-dihydro-1H-pyrazol-4-yl]-4-(difluoromethoxy)benzamide